CN1N=CC(=C1)C1=CC2=C(O[C@@H](CN2)[C@@H](C2=CC=CC=C2)NC[C@H](C)C2=CC=C(C#N)C=C2)N=C1 4-((R)-1-(((R)-((S)-7-(1-methyl-1H-pyrazol-4-yl)-2,3-dihydro-1H-pyrido[2,3-b][1,4]oxazin-3-yl)(phenyl)methyl)amino)propan-2-yl)benzonitrile